C(C)OC(=O)C1NC2=CC=C(C=C2C(C1CC=C)N=[N+]=[N-])OC Ethyl-3-allyl-4-azido-6-methoxy-1,2,3,4-tetrahydroquinoline-2-carboxylate